(S)-ethyl 8-(2-amino-6-((R)-2,2,2-trifluoro-1-(3-(3-methyl-1H-pyrazol-1-yl)-4'-sulfamoyl-[1,1'-biphenyl]-4-yl)ethoxy)pyrimidin-4-yl)-2,8-diazaspiro[4.5]decane-3-carboxylate NC1=NC(=CC(=N1)N1CCC2(C[C@H](NC2)C(=O)OCC)CC1)O[C@@H](C(F)(F)F)C1=C(C=C(C=C1)C1=CC=C(C=C1)S(N)(=O)=O)N1N=C(C=C1)C